BrC1=CC=C(C=C1)C1=C(C2=C(N(C1=O)C1=C(C=C(C=C1C)C)C)C(N(C2)C2=C(C=CC=C2C)C)=O)C2=C(C=CC=C2)O (4-bromophenyl)-6-(2,6-dimethylphenyl)-4-(2-hydroxyphenyl)-1-mesityl-5,6-dihydro-1H-pyrrolo[3,4-b]pyridine-2,7-dione